5-(((trans-3-(3-cyclopropyl-4-(5-((1,3-dihydroxypropan-2-yl)amino)quinoxalin-2-yl)-1H-pyrazol-1-yl)cyclobutyl)methyl)amino)-2-(2,6-dioxopiperidin-3-yl)isoindoline-1,3-dione C1(CC1)C1=NN(C=C1C1=NC2=CC=CC(=C2N=C1)NC(CO)CO)[C@@H]1C[C@H](C1)CNC=1C=C2C(N(C(C2=CC1)=O)C1C(NC(CC1)=O)=O)=O